2H-pyrido[1,2-a]pyrazine-2-carboxamide C1=C2N(C=CN1C(=O)N)C=CC=C2